N-{(3S)-1-[(1R,2R)-2-(2',5,6'-trifluoro[1,1'-biphenyl]-2-yl)cyclopropane-1-carbonyl]pyrrolidin-3-yl}methanesulfonamide FC1=C(C(=CC=C1)F)C1=C(C=CC(=C1)F)[C@H]1[C@@H](C1)C(=O)N1C[C@H](CC1)NS(=O)(=O)C